ethyl (E)-3-(2-((4-(6-((4-chloro-2-fluorobenzyl)oxy)pyridin-2-yl)piperidin-1-yl)methyl)-1-methyl-1H-imidazol-5-yl)acrylate ClC1=CC(=C(COC2=CC=CC(=N2)C2CCN(CC2)CC=2N(C(=CN2)/C=C/C(=O)OCC)C)C=C1)F